9-(3-hydroxyadamantan-1-yl)-2-((7-methyl-[1,2,4]triazolo[1,5-a]pyridin-6-yl)amino)-7,9-dihydro-8H-purin-8-one OC12CC3(CC(CC(C1)C3)C2)N2C3=NC(=NC=C3NC2=O)NC=2C(=CC=3N(C2)N=CN3)C